OC1=C(C2=CC(=CC=C2C=C1)C(C)C)C1=C(OC(C2=CC=CC=C12)=O)C1=NC=C(C=C1)C 4-(2-hydroxy-7-isopropylnaphthalen-1-yl)-3-(5-methylpyridin-2-yl)-1H-isochromen-1-one